2-(4-Fluoro-2-methylphenoxy)-N-(6-oxo-1,6-dihydropyridazin-4-yl)-4-(perfluoroethyl)benzamide FC1=CC(=C(OC2=C(C(=O)NC=3C=NNC(C3)=O)C=CC(=C2)C(C(F)(F)F)(F)F)C=C1)C